(3aS,7aS)-3a-(3,4-dimethoxyphenyl)-1-methyl-6-(2-(pyridin-2-ylmethyl)hydrazineylidene)octahydro-1H-indole COC=1C=C(C=CC1OC)[C@@]12CCN([C@H]2CC(CC1)=NNCC1=NC=CC=C1)C